F[B-](F)(F)F.C(C)[N+]1=CC=CC=C1 1-ethyl-pyridinium tetrafluoroborate